FC(OC1=CC=CC(=N1)CC=1N(C=2C(=C3CC[C@@H](N(C3=CC2)C(=O)OC)C)N1)C1CCCCC1)F (1R,3R)-3-((S)-2-((6-(Difluoromethoxy)pyridin-2-yl)methyl)-6-(methoxycarbonyl)-7-methyl-6,7,8,9-tetrahydro-3H-imidazo[4,5-f]chinolin-3-yl)cyclohexan